Diethyl 2-((6,7-difluoro-9-oxo-1,2,3,9-tetrahydropyrrolo[2,1-b]quinazolin-3-yl)methyl)malonate FC=1C(=CC=2C(N3C(=NC2C1)C(CC3)CC(C(=O)OCC)C(=O)OCC)=O)F